1-(2-(3,8-diazabicyclo[3.2.1]octan-3-yl)-7,8-dihydropyrido[4,3-d]pyrimidin-6(5H)-yl)-2-phenylethan-1-one C12CN(CC(CC1)N2)C=2N=CC1=C(N2)CCN(C1)C(CC1=CC=CC=C1)=O